(R or S)-2-chloro-4-(2,2-dimethyl-4-(1-(3,3,3-trifluoro-2-hydroxy-2-phenylpropanoyl)piperidin-4-yl)butoxy)-N,N-dimethylbenzamide ClC1=C(C(=O)N(C)C)C=CC(=C1)OCC(CCC1CCN(CC1)C([C@@](C(F)(F)F)(C1=CC=CC=C1)O)=O)(C)C |o1:24|